CC1=C(C(=CC(=C1)C)C)C=1C=2C=CC(=CC3=CC=C(N3)C(=C3C=CC(C=C4C=CC1N4)=N3)C3=C(C=C(C=C3C)C)C)N2 10,20-bis(2,4,6-trimethylphenyl)porphyrin